BrCC1=CC=CC2=CC=CC=C12 1-(Bromomethyl)naphthalin